1-benzyl-4-(3-methylphenyl)imidazole C(C1=CC=CC=C1)N1C=NC(=C1)C1=CC(=CC=C1)C